O=C1N(C(CCC1N1C(C2=CC=C(C=C2C1)C=O)=O)=O)COCC[Si](C)(C)C 2-(2,6-dioxo-1-((2-(trimethylsilyl)ethoxy)methyl)piperidin-3-yl)-1-oxoisoindoline-5-carbaldehyde